C(#N)C=1C=C(C=CC1F)NC(N(C)[C@H]1CSCC=2NC(C=3C=C(C=CC3C21)F)=O)=O (R)-3-(3-cyano-4-fluorophenyl)-1-(8-fluoro-6-oxo-1,4,5,6-tetrahydro-2H-thiopyrano[3,4-c]isoquinolin-1-yl)-1-methylurea